N-(2-(isopropylthio)-1-phenylvinyl)methacrylamide C(C)(C)SC=C(C1=CC=CC=C1)NC(C(=C)C)=O